5-(8-(4,4-difluoro-5-methylazepan-1-yl)imidazo[1,2-b]pyridazin-6-yl)pyrimidine-2,4(1H,3H)-dione FC1(CCN(CCC1C)C=1C=2N(N=C(C1)C=1C(NC(NC1)=O)=O)C=CN2)F